O=C1NC(CCC1NC=1C=CC=NC1)=O 5-((2,6-dioxopiperidin-3-yl)amino)pyridin